COC(=O)C1COC2=C1C=CC(=C2)OC 6-methoxy-2,3-dihydro-1-benzofuran-3-carboxylic acid methyl ester